(R)-4-chloro-2-(1-((2-fluoro-4-isopropoxyphenyl)sulfonyl)piperidin-4-yl)-5-(((tetrahydro-2H-pyran-3-yl)methyl)amino)pyridazin-3(2H)-one ClC=1C(N(N=CC1NC[C@@H]1COCCC1)C1CCN(CC1)S(=O)(=O)C1=C(C=C(C=C1)OC(C)C)F)=O